α-lactose-monohydrate O.O[C@@H]1[C@H](O)[C@@H](O)[C@H](O[C@H]2[C@H](O)[C@@H](O)[C@@H](O)[C@H](O2)CO)[C@H](O1)CO